(R) or (S)-N-(amino(4-(2-hydroxypropan-2-yl)thiazol-2-yl)(oxo)-λ6-sulfaneylidene)-2-(3-fluoro-2,6-diisopropylphenyl)acetamide N[S@](=NC(CC1=C(C(=CC=C1C(C)C)F)C(C)C)=O)(=O)C=1SC=C(N1)C(C)(C)O |o1:1|